ClC=1C=C(C=CC1)C1=NC(=NC(=N1)C1=CC2=CC=CC=C2C=C1)C1=CC=CC=C1 2-(3-chlorophenyl)-4-(naphthalen-2-yl)-6-phenyl-1,3,5-triazine